6-((2-Chloropyridin-4-yl)oxy)-3-methyl-1-(tetrahydro-2H-pyran-4-yl)-1H-indazole ClC1=NC=CC(=C1)OC1=CC=C2C(=NN(C2=C1)C1CCOCC1)C